TRIAZOLO-TRIAZINE N1N=NC2=C1C=NN=N2